N[C@@H](CC1=NN=C(O1)C1=CC=C(C(=O)OC)C=C1)C(=O)NCCCCCC methyl (S)-4-(5-(2-amino-3-(hexylamino)-3-oxopropyl)-1,3,4-oxadiazol-2-yl)benzoate